CC=1C2=C(NC(C1)=O)SC=C2 4-methylthieno[2,3-b]pyridin-6(7H)-one